bicyclo[2.1.1]hexane-1-carboxylic acid methyl ester COC(=O)C12CCC(C1)C2